C12C(=CC(CC1)C2)C2=NN1C(N(C(=C(C1=O)N1CCN(CC1)C(C1=NC=CC=C1O)=O)CC)CC(=O)NC1=C(C=C(C=C1)C(F)(F)F)Cl)=N2 2-(2-(bicyclo[2.2.1]hept-2-en-2-yl)-5-ethyl-6-(4-(3-hydroxypicolinoyl)piperazin-1-yl)-7-oxo-[1,2,4]triazolo[1,5-a]pyrimidin-4(7H)-yl)-N-(2-chloro-4-(trifluoromethyl)phenyl)acetamide